C1(CCCCC1)C1=C(C=CC(=C1)CCC1=CC=C(C=C1)C(F)(F)F)NC([C@H]([C@@H](CCCC)F)F)=O (2R,3R)-N-(2-Cyclohexyl-4-(4-(trifluoromethyl)phenethyl)phenyl)-2,3-difluoroheptanamid